(2R,3S,4R,5R,6R)-5-acetamido-2-(acetoxymethyl)-6-(2-bromo-2,2-difluoro-acetamido)-tetra-hydro-2H-pyran-3,4-diyl diacetate C(C)(=O)O[C@@H]1[C@H](O[C@H]([C@@H]([C@H]1OC(C)=O)NC(C)=O)NC(C(F)(F)Br)=O)COC(C)=O